CC1=C(C=C(C=C1)NC(=O)N1[C@@H]2CN([C@H](C1)C2)C(=O)OC(C)(C)C)C2=NC=CC=C2 tert-butyl (1S,4S)-5-((4-methyl-3-(pyridin-2-yl) phenyl) carbamoyl)-2,5-diazabicyclo[2.2.1]heptane-2-carboxylate